4-[(3aS,6aS)-2-(4-fluorophenyl)-1,3,3a,4,6,6a-hexahydropyrrolo[3,4-c]pyrrol-5-yl]-6-chloro-1-methyl-2-oxo-1,5-naphthyridine-3-carbonitrile FC1=CC=C(C=C1)N1C[C@H]2CN(C[C@@H]2C1)C1=C(C(N(C2=CC=C(N=C12)Cl)C)=O)C#N